O=C1NC(CCC1N1C(C2=CC=CC(=C2C1)OCC(=O)N1CCN(CC1)C1=CC=C(N=N1)C(=O)N1CCC(CC1)CCCCNC(\C=C\C=1C=NC=CC1)=O)=O)=O (E)-N-(4-(1-(6-(4-(2-((2-(2,6-dioxopiperidin-3-yl)-1-oxoisoindolin-4-yl)oxy)acetyl)piperazin-1-yl)pyridazine-3-carbonyl)piperidin-4-yl)butyl)-3-(pyridin-3-yl)acrylamide